OC(C(=O)N[C@@H]([C@@H](O)[C@H]1[C@H](O)[C@@H](O)[C@H](O)[C@H](O1)CO)[C@H](O)C(CCCCCCCCCCCCCC)O)=CCCCCCCCCCCCCCCCCCCCCC N-(2R-hydroxy-17Z-tetracosenoyl)-1-beta-glucosyl-4R-hydroxy-sphinganine